6-[5-[1-[2-(aminomethyl)-3,3-difluoro-allyl]-5-oxo-1,2,4-triazol-4-yl]pyrazin-2-yl]-1-methyl-3,4-dihydro-1H-quinolin-2-one NCC(CN1N=CN(C1=O)C=1N=CC(=NC1)C=1C=C2CCC(N(C2=CC1)C)=O)=C(F)F